[N+](=O)([O-])C=1N=C2OC[C@H](CN2C1)OCC=1C=NC(=NC1)NC1=CC=C(C=C1)OC(F)(F)F (S)-5-(((2-nitro-6,7-dihydro-5H-imidazo[2,1-b][1,3]oxazin-6-yl)oxy)methyl)-N-(4-(trifluoromethoxy)phenyl)pyrimidin-2-amine